ClC1=C(C=2N=C(NC(C2C(=N1)O[C@@H](C(F)(F)F)[C@@H]1[C@@H]2CC[C@H](CN1)N2C(=O)OC(C)(C)C)=O)SC)F tert-Butyl (1S,2S,5R)-2-((R)-1-((7-chloro-8-fluoro-2-(methylthio)-4-oxo-3,4-dihydropyrido[4,3-d]pyrimidin-5-yl) oxy)-2,2,2-trifluoroethyl)-3,8-diazabicyclo[3.2.1]octane-8-carboxylate